ethyl 6-chloro-2,4-dihydroxy-1,7-naphthyridine-3-carboxylate ClC=1C=C2C(=C(C(=NC2=CN1)O)C(=O)OCC)O